C(CCCCCCCCCC=CCCCCCCCC)(=O)OCCCCCCCCCCCCCCCCCCCCCCCCCCCC(CC)C 28-methyltriacontyl eicos-11-enoate